OC=1C=CC=C(C1)C=1NC(=CN1)C 5-hydroxyphenyl-5-methylimidazole